rel-(2S,3R,5S)-N-(3-carbamoyl-4-fluoro-phenyl)-3-(3,4-difluoro-2-methoxy-phenyl)-5-methyl-5-(trifluoromethyl)tetrahydrofuran-2-carboxamide C(N)(=O)C=1C=C(C=CC1F)NC(=O)[C@H]1O[C@@](C[C@@H]1C1=C(C(=C(C=C1)F)F)OC)(C(F)(F)F)C |o1:13,15,17|